C(CCCCCC)C1=CC=C(C=C1)C1=CC=C(C=C1)C#N 4-heptyl-4'-cyanobiphenyl